ClC1=C(C(=O)OC)C=C(C(=C1)F)B1OC(C(O1)(C)C)(C)C methyl 2-chloro-4-fluoro-5-(4,4,5,5-tetramethyl-1,3,2-dioxaborolan-2-yl)benzoate